tri(2-hydroxyethyl) borate B(OCCO)(OCCO)OCCO